C1(CC1)C1=CC(=C(C(=C1)C(F)(F)F)N1N=C2C(N=C(NC2=O)N2CCOCC2)=N1)F 2-(4-cyclopropyl-2-fluoro-6-(trifluoromethyl)phenyl)-5-morpholino-2,6-dihydro-7H-[1,2,3]triazolo[4,5-d]pyrimidin-7-one